4-(6-methoxy-3-(1-methyl-1H-pyrazol-4-yl)-1H-pyrazolo[4,3-b]pyridin-5-yl)-2,3-dihydro-1H-inden-2-ol COC=1C=C2C(=NC1C1=C3CC(CC3=CC=C1)O)C(=NN2)C=2C=NN(C2)C